C(C)N(P(O)(O)=O)CC.C(C)N(P(=O)(N)N)CC diethylphosphoramide (diethyl phosphoramidate)